1-(4-methoxyphenyl)-3-(4-(3-(4-methyl-1H-imidazol-1-yl)propyl)thiazol-2-yl)urea COC1=CC=C(C=C1)NC(=O)NC=1SC=C(N1)CCCN1C=NC(=C1)C